O=C1NC(CCC1N1C(C2=CC=C(C=C2C1)NC(=O)NC(C)(C)C1=CC(=CC=C1)C1CNCCC1)=O)=O 1-(2-(2,6-dioxopiperidin-3-yl)-1-oxoisoindolin-5-yl)-3-(2-(3-(piperidin-3-yl)phenyl)propan-2-yl)urea